1-(1-methyl-1H-pyrazol-4-yl)azetidine-3-carboxylic acid CN1N=CC(=C1)N1CC(C1)C(=O)O